(S)-2-(3-((5-methylpyrimidin-2-yl)oxy)pyrrolidin-1-yl)-8-nitro-6-(trifluoromethyl)-4H-benzo[e]-[1,3]thiazin-4-one CC=1C=NC(=NC1)O[C@@H]1CN(CC1)C=1SC2=C(C(N1)=O)C=C(C=C2[N+](=O)[O-])C(F)(F)F